6-{8-[(2-cyano-2-methylideneethyl)amino]-7-methoxynaphthalen-2-yl}-N-[1-(2-hydroxy-3-methoxypropyl)piperidin-4-yl]pyridine-2-carboxamide C(#N)C(CNC=1C(=CC=C2C=CC(=CC12)C1=CC=CC(=N1)C(=O)NC1CCN(CC1)CC(COC)O)OC)=C